3β-hydroxy-6-methylpregna-5,16-dien-20-one sulfate S(=O)(=O)(O)O.O[C@@H]1CC2=C(C[C@H]3[C@@H]4CC=C(C(C)=O)[C@]4(CC[C@@H]3[C@]2(CC1)C)C)C